2-methylpropan-2-yl ({2-[2-amino-3-(methoxycarbonyl)-1-(3-methoxy-2,6-dimethylphenyl)-5-methylpyrrolo[2,3-b]pyridin-4-yl]ethyl}amino)methanoate NC1=C(C=2C(=NC=C(C2CCNC(=O)OC(C)(C)C)C)N1C1=C(C(=CC=C1C)OC)C)C(=O)OC